O=C1NC(CC[C@@H]1C=1C=CC(=NC1)NC1CCN(CC1)C(=O)C1CCC(CC1)C(=O)O)=O |r| 4-[4-({5-[(3RS)-2,6-dioxopiperidin-3-yl]pyridin-2-yl}amino)piperidine-1-carbonyl]cyclohexane-1-carboxylic acid